C1(CCCCC1)CN(C(=O)N1CCCCC1)C1=CC=C(C=C1)OC(F)(F)F N-(cyclohexylmethyl)-N-(4-(trifluoromethoxy)phenyl)piperidine-1-carboxamide